[Na+].O1C(=CC=C1)C(=O)[O-] 2-Furanoic acid sodium salt